2-(4-nitrobenzoyl)cyclohexan-1-one [N+](=O)([O-])C1=CC=C(C(=O)C2C(CCCC2)=O)C=C1